4-(6-(Ethyl-(isopropyl)amino)-4-methylpyridinamido)-2-methylbenzoic acid methyl ester COC(C1=C(C=C(C=C1)NC(=O)C1=NC(=CC(=C1)C)N(C(C)C)CC)C)=O